methyl (S)-2-(5,5-difluoro-1-(2-methyl-6-(1-methyl-5-(((methylsulfonyl)oxy)methyl)-1H-1,2,3-triazol-4-yl)pyridin-3-yl)piperidin-3-yl)acetate FC1(C[C@@H](CN(C1)C=1C(=NC(=CC1)C=1N=NN(C1COS(=O)(=O)C)C)C)CC(=O)OC)F